C(C)(C)(C)OC(=O)N1C[C@@H](CC1)N (R)-N-t-butoxycarbonyl-3-aminopyrrolidine